(3S)-tert-Butyl 3-(6-bromo-3-methylpyridin-2-ylcarbamoyl)-5-((1,3-dioxoisoindolin-2-yl)methyl)-2-azabicyclo[3.1.0]hexane-2-carboxylate BrC1=CC=C(C(=N1)NC(=O)[C@H]1N(C2CC2(C1)CN1C(C2=CC=CC=C2C1=O)=O)C(=O)OC(C)(C)C)C